5-fluoro-N-((2S)-3-(4-methoxyphenyl)-1-oxo-1-(((2S)-3-oxo-1-(2-oxopyrrolidin-3-yl)-4-(2,3,5,6-tetrafluorophenoxy)butan-2-yl)amino)propan-2-yl)-1H-indole-2-carboxamide FC=1C=C2C=C(NC2=CC1)C(=O)N[C@H](C(N[C@@H](CC1C(NCC1)=O)C(COC1=C(C(=CC(=C1F)F)F)F)=O)=O)CC1=CC=C(C=C1)OC